phenyl-(4'-naphthalen-2-yl-biphenyl-4-yl)-amine C1(=CC=CC=C1)NC1=CC=C(C=C1)C1=CC=C(C=C1)C1=CC2=CC=CC=C2C=C1